NC(C(=O)O)CC1=CN=CN1 2-amino-3-(1H-imidazol-5-yl)-propanoic acid